COC(COC1=CC=C(CN2CCN(CC2)C(=O)OC(C)(C)C)C=C1)=O tert-butyl 4-(4-(2-methoxy-2-oxoethoxy)benzyl)piperazine-1-carboxylate